(1r,2S,5S)-3-[(2S)-2-amino-3,3-dimethyl-butyryl]-6,6-dimethyl-3-azabicyclo[3.1.0]hexane-2-carboxylic acid methyl ester COC(=O)[C@@H]1[C@H]2C([C@H]2CN1C([C@H](C(C)(C)C)N)=O)(C)C